P(=O)(=O)[Mo]=S phosphomolybdenum sulfide